FC1=CC(=C(OC2=C(C(=O)NC3=CC(=C(C=C3)F)C(=O)N3C(NCC3)=N)C=CC(=C2)C(F)(F)F)C=C1)C 2-(4-Fluoro-2-methylphenoxy)-N-(4-fluoro-3-(2-iminoimidazolidine-1-carbonyl)phenyl)-4-(trifluoromethyl)benzamide